acryloxyethyl-dimethyl-(3-trimethoxysilyl-propyl)-ammonium chloride [Cl-].C(C=C)(=O)OCC[N+](CCC[Si](OC)(OC)OC)(C)C